methyl 3-(2-aminobenzyl)-1-methyl-1H-indole-5-carboxylate NC1=C(CC2=CN(C3=CC=C(C=C23)C(=O)OC)C)C=CC=C1